3-methyl-5-oxo-4,5-dihydro-1H-pyrazole-4-carboxylate CC1=NNC(C1C(=O)[O-])=O